tert-butyl (3S)-3-(2-methoxy-2-oxoethyl)pyrrolidine-1-carboxylate COC(C[C@H]1CN(CC1)C(=O)OC(C)(C)C)=O